C1(=CC=CC=C1)[C@H]1N(CCC(C1)N(C(C(F)(F)F)=O)CC1=NC=CC=C1)C(=O)OC(C)(C)C tert-Butyl (2S)-2-phenyl-4-(2,2,2-trifluoro-N-(pyridin-2-ylmethyl)acetamido)piperidine-1-carboxylate